(3R)-8-{6-[2-(dimethylamino)propan-2-yl]pyridin-3-yl}-3-methyl-6-oxo-2H,3H,4H,6H-pyrimido[2,1-b][1,3]thiazine-7-carbonitrile CN(C(C)(C)C1=CC=C(C=N1)C=1N=C2SC[C@@H](CN2C(C1C#N)=O)C)C